C1(CC1)C1=CN(C=2N=CN=C(C21)N2C[C@H](NCC2)C)C=2C=C(C#N)C=CN2 (R)-2-(5-cyclopropyl-4-(3-methylpiperazin-1-yl)-7H-pyrrolo[2,3-d]pyrimidin-7-yl)isonicotinonitrile